ClC1=C(C(=CC=C1Cl)Cl)C1=C(C=C(C(=C1)Cl)Cl)Cl 2,2',3,4',5',6-hexachlorobiphenyl